C(C1=CC=CC=C1)SC1=C2C=C(N=CC2=CC2=C1CC(C2)C(=O)NCC(C)(C)C)C2CC2 5-benzylsulfanyl-3-cyclopropyl-N-(2,2-dimethylpropyl)-7,8-dihydro-6H-cyclopenta[g]isoquinoline-7-carboxamide